[Cs+].C1(=CC=CC=C1)[NH3+] phenyl-ammonium cesium